isobutyl 4-((ethoxycarbonyl)(propyl)amino)-3-methylpentanoate C(C)OC(=O)N(C(C(CC(=O)OCC(C)C)C)C)CCC